3-amino-1-hydroxycyclobutane-1-carboxylate NC1CC(C1)(C(=O)[O-])O